2-(6-(((1S,3S,5R)-7,7-difluoro-1-methyl-8-azabicyclo[3.2.1]octan-3-yl)oxy)pyridazin-3-yl)-5-(1H-imidazol-1-yl)phenol FC1(C[C@H]2C[C@@H](C[C@@]1(N2)C)OC2=CC=C(N=N2)C2=C(C=C(C=C2)N2C=NC=C2)O)F